C(CC)C(CC1(CCCCC1)CC(CCCCC)CCC)CCCCC Di(2-propylheptyl)cyclohexan